N1(C=NC=C1)C=1C=C(CN(CCC2=CC=C(C=C2)NC(C2=C(C=C(C(=C2)OC)OC)NC(=O)C=2OC3=CC=CC=C3C(C2)=O)=O)CC2=CC=C(C(=O)OC)C=C2)C=CC1 Methyl 4-(((3-(1H-imidazol-1-yl)benzyl)(4-(4,5-dimethoxy-2-(4-oxo-4H-chromene-2-carboxamido)benzamido)phenethyl)amino)methyl)benzoate